ClC=1C=C2C(=NC(=NC2=C(C1C1=CC=C(C=2SC(=C(C21)C#N)NC(OC(C)(C)C)=O)F)F)OC[C@]21CCCN1C[C@@H](C2)F)N2CCOCCC2 tert-Butyl (4-(6-chloro-8-fluoro-2-(((2R,7aS)-2-fluorotetrahydro-1H-pyrrolizin-7a(5H)-yl)methoxy)-4-(1,4-oxazepan-4-yl)quinazolin-7-yl)-3-cyano-7-fluorobenzo[b]thiophen-2-yl)carbamate